Racemic-1-(3-(aminomethyl)phenyl)-N-(5-((cyclopropylmethylamino)(2-methoxynaphthalen-1-yl)methyl)-2-fluorophenyl)-3-(trifluoromethyl)-1H-pyrazole-5-carboxamide NCC=1C=C(C=CC1)N1N=C(C=C1C(=O)NC1=C(C=CC(=C1)[C@H](C1=C(C=CC2=CC=CC=C12)OC)NCC1CC1)F)C(F)(F)F |r|